2-(1-acryloylpyrrolidin-3-yl)-4-(4-(trifluoromethyl)phenyl)-4a,8a-dihydroisoquinolin-1(2H)-one C(C=C)(=O)N1CC(CC1)N1C(C2C=CC=CC2C(=C1)C1=CC=C(C=C1)C(F)(F)F)=O